4-BORONO-5-FLUORO-2-METHOXYBENZOIC ACID B(O)(O)C1=CC(=C(C(=O)O)C=C1F)OC